COC(CC1=CC=CC=C1)(C1=CC=CC=C1)OC 2,2-Dimethoxy-1,2-diphenylethan